N-hydroxysulfenamide ONS